CC1(C2=CC=CC=C2C=2C=CC(=CC12)N)C 9,9-dimethyl-2-aminofluorene